N-[[2,3-dichloro-6-(prop-2-en-1-yloxy)phenyl](pyridin-4-yl)methyl]-2-methylpropane-2-sulfinamide ClC1=C(C(=CC=C1Cl)OCC=C)C(NS(=O)C(C)(C)C)C1=CC=NC=C1